C1=C2C3=C(C=NC2=CC=C1)N=NN(N=CC=CC=CC=CC=CC=C3)C(=O)N tetraazacycloheptadecino[17,16-c]quinoline-9-carboxamide